3-(4-chloro-2-methoxyphenyl)-4,5-dihydro-1,2,4-triazin-6(1H)-one ClC1=CC(=C(C=C1)C1=NNC(CN1)=O)OC